CC1=C(C=C(C(=O)NC=2C=NC=C(C2)C(F)(F)F)C=C1)S(=O)(=O)C1CN(C1)C=1C=NN2C1C=NC=C2 4-methyl-3-((1-(pyrazolo[1,5-a]pyrazin-3-yl)azetidin-3-yl)sulfonyl)-N-(5-(trifluoromethyl)pyridin-3-yl)benzamide